N-(5-(3,4-dichlorobenzyl)pyridin-2-yl)-1-methyl-6-oxo-1,4,5,6-tetrahydropyridazine-3-carboxamide ClC=1C=C(CC=2C=CC(=NC2)NC(=O)C2=NN(C(CC2)=O)C)C=CC1Cl